[Zn].[Pt] Platinum-Zinc